6-{3-[(1,3-dioxo-1,3-dihydro-2H-isoindol-2-yl)methyl]phenyl}-N-methylpyridine-3-carboxamide O=C1N(C(C2=CC=CC=C12)=O)CC=1C=C(C=CC1)C1=CC=C(C=N1)C(=O)NC